ClC=1C=C(C=CC1F)C(C=1NC=C(N1)S(=O)(=O)C1CN(C1)C)C1=CC(=C(C=C1)F)F 2-((3-chloro-4-fluorophenyl)(3,4-difluorophenyl)methyl)-4-((1-methylazetidin-3-yl)sulfonyl)-1H-imidazole